ClCC(=O)N1CCC2(N(C(CS2)=O)CC=2OC(=CC2)C2=C3C=CN(C3=CC=C2)C)CC1 8-(2-chloroacetyl)-4-((5-(1-methyl-1H-indol-4-yl)furan-2-yl)methyl)-1-thia-4,8-diazaspiro[4.5]Decan-3-one